ClC=1C=C(C=CC1)[C@@H](C)NC(=O)C=1C=C2/C(/C(NC2=CC1)=O)=C/C=1NC(=C(C1C)[N+](=O)[O-])C (R,Z)-N-(1-(3-chlorophenyl)ethyl)-3-((3,5-dimethyl-4-nitro-1H-pyrrol-2-yl)methylene)-2-oxoindoline-5-carboxamide